L-N-acryl-phenylalanine C(=O)(C=C)N[C@@H](CC1=CC=CC=C1)C(=O)O